(1-(benzenesulfonyl)-2-(1-(benzenesulfonyl)-1H-indol-3-yl)-1H-imidazol-4-yl)(3,4,5-tris(methoxy-d3)phenyl)methanone C1(=CC=CC=C1)S(=O)(=O)N1C(=NC(=C1)C(=O)C1=CC(=C(C(=C1)OC([2H])([2H])[2H])OC([2H])([2H])[2H])OC([2H])([2H])[2H])C1=CN(C2=CC=CC=C12)S(=O)(=O)C1=CC=CC=C1